4-(3,5-bis(trifluoromethyl)phenyl)-6,7-dimethoxy-3-(prop-1-en-2-yl)naphthalen-1-ol FC(C=1C=C(C=C(C1)C(F)(F)F)C1=C(C=C(C2=CC(=C(C=C12)OC)OC)O)C(=C)C)(F)F